C1=NC=CC=2N=CC=3N(C4=CC=C(C=C4C3)C(=O)O)C21 pyrido[4',3':5,6]pyrazino[1,2-a]indole-9-carboxylic acid